FC(C(=O)O)(F)F.NC1=NC=CC(=C1Cl)SC=1N=CC(=NC1)N1CCC2([C@@H](C=3N(N=C(C3Cl)C)C2)N)CC1 (S)-1-(5-((2-amino-3-chloropyridin-4-yl)thio)pyrazin-2-yl)-3'-chloro-2'-methyl-4'H,6'H-spiro[piperidine-4,5'-pyrrolo[1,2-b]pyrazol]-4'-amine (trifluoroacetate)